BrC=1N=C(N2C1C=NC=C2)C2CCC1N(C(N(CC1)C)=O)C2 7-(1-bromoimidazo[1,5-a]pyrazin-3-yl)-2-methyloctahydro-1H-pyrido[1,2-c]pyrimidin-1-one